C(C)OC(=O)C1=CC(=NN1)C1=CC=NC=C1 3-(pyridin-4-yl)-1H-pyrazole-5-carboxylic acid ethyl ester